O=C(C[C@@H](C#N)C1=CC=CC=C1)C1=CC=CC=C1 |r| racemic-4-oxo-2,4-diphenylbutyronitrile